1-(t-butoxycarbonyl)-2-pyrrolidone C(C)(C)(C)OC(=O)N1C(CCC1)=O